BrC1=C(C=C2C(=C(C(N(C2=C1)C)=O)C#N)N1CCC(CC1)C=1C=NN(C1)C1=C(C=CC=C1)C)C 7-bromo-1,6-dimethyl-4-{4-[1-(2-methylphenyl)-1H-pyrazol-4-yl]piperidin-1-yl}-2-oxo-1,2-dihydroquinoline-3-carbonitrile